triazinyl-benzonitrile N1=NN=C(C=C1)C1=C(C#N)C=CC=C1